N-(4-(2-amino-5-(1-(tetrahydro-2H-pyran-4-yl)-1H-pyrazol-4-yl)pyridin-3-yl)-3-fluorophenyl)-6-cyano-5-cyclopropyl-1-(4-fluorophenyl)-2-oxo-1,2-dihydropyridine-3-carboxamide NC1=NC=C(C=C1C1=C(C=C(C=C1)NC(=O)C=1C(N(C(=C(C1)C1CC1)C#N)C1=CC=C(C=C1)F)=O)F)C=1C=NN(C1)C1CCOCC1